C(=O)O.N[C@@H]1C[C@@H](CC1)OC1=C(C(=NC=C1)OC)C1=CC(=NN1)NC=1N=CC(=NC1)C#N 5-((5-(4-(((1R,3S)-3-Aminocyclopentyl)oxy)-2-methoxypyridin-3-yl)-1H-pyrazol-3-yl)amino)pyrazine-2-carbonitrile formic acid salt